CC1(OB(OC1(C)C)C=1CCC=2C=CN(C2C1)S(=O)(=O)C1=CC=C(C)C=C1)C 6-(4,4,5,5-tetramethyl-1,3,2-dioxaborolan-2-yl)-1-tosyl-4,5-dihydro-1H-indole